BrC=1N=NN(C1C)C1C[C@H]2CC[C@@H](C1)N2C(=O)OC(C)(C)C tert-butyl (1R,5S)-3-(4-bromo-5-methyl-triazol-1-yl)-8-azabicyclo[3.2.1]octane-8-carboxylate